C(C)(C)C=1C=CC(=C(N)C1)[N+](=O)[O-] 5-isopropyl-2-nitroaniline